FC1=CC(=NC(=C1C(F)(F)F)OC)C1=NC=CC=C1C 4-fluoro-6-methoxy-2-(3-methyl-2-pyridyl)-5-trifluoromethylpyridine